N-{1-[1-(6-cyanopyrimidin-4-yl)-1H-1,2,4-triazol-5-yl]ethyl}-3-cyclopropyl-5-(trifluoro-methoxy)benzamide C(#N)C1=CC(=NC=N1)N1N=CN=C1C(C)NC(C1=CC(=CC(=C1)OC(F)(F)F)C1CC1)=O